pyrazino[2,1-a]isochinoline-4-on C=1N=CC(N2C1C1=CC=CC=C1C=C2)=O